hydroxy-3-[(4-isopropylphenyl)sulfanyl]pyridine-4-carboxamidine OC1=NC=CC(=C1SC1=CC=C(C=C1)C(C)C)C(=N)N